C(C)OC(=O)C=1NN=C2C1CNCC2 4,5,6,7-tetrahydro-2H-pyrazolo[4,3-c]Pyridine-3-carboxylic acid ethyl ester